1-isopropyl-4-oxo-5-(pyridin-2-yl)-1,4-dihydropyridine-3-carboxamide C(C)(C)N1C=C(C(C(=C1)C1=NC=CC=C1)=O)C(=O)N